ClC=1C(=NC=C(C1)CO)C1S\C(\SC1)=C(/C#N)\N1C=NC=C1 (E)-2-{4-[3-chloro-5-(hydroxymethyl)pyridin-2-yl]-1,3-dithiolan-2-ylidene}-2-(1H-imidazol-1-yl)acetonitrile